F[C@@H]1CN(CCC1)C1=CC=C(C=N1)C=1SC=2C=NCCC2N1 (S)-2-(6-(3-fluoropiperidin-1-yl)pyridin-3-yl)-6,7-dihydrothiazolo[5,4-c]pyridin